NC1=C(N=NC(=C1)C1=C(C=CC(=C1)Cl)F)N(CC(C(=O)OCC)(C)C)C ethyl 3-{[4-amino-6-(5-chloro-2-fluorophenyl) pyridazin-3-yl] (methyl) amino}-2,2-dimethylpropionate